CC([C@@H](C(=O)O)NC)C (S)-3-methyl-2-(methylamino)butanoic acid